ClC1=CC(=C2C(=N1)N(C=N2)CC)N2C[C@H](N(C[C@@H]2C)C(=O)OC(C)(C)C)C tert-butyl (2R,5S)-4-(5-chloro-3-ethyl-3H-imidazo[4,5-b]pyridin-7-yl)-2,5-dimethylpiperazine-1-carboxylate